FC1=C(C=CC=2C3=C(C(NC12)=O)C=NN3C)CO 6-fluoro-7-(hydroxymethyl)-1-methyl-5H-pyrazolo[4,3-c]quinolin-4-one